Cl.C(#N)C=1C(=CC(=NC1)NC(=O)N1CCCC2=CC(=C(N=C12)C=O)CN1C(CN(CC1)C)=O)NCCS(=O)(=O)C N-(5-cyano-4-((2-(methylsulfonyl)ethyl)amino)pyridin-2-yl)-7-formyl-6-((4-methyl-2-oxopiperazin-1-yl)methyl)-3,4-dihydro-1,8-naphthyridine-1(2H)-carboxamide hydrochloride